C(C)(C)(C)C1=C(C=C(C(=C1)C(C([2H])([2H])[2H])(C([2H])([2H])[2H])C([2H])([2H])[2H])O)NC(=O)C1=CNC2=CC=CC=C2C1=O N-[2-tert-butyl-4-[1,1,1,3,3,3-hexadeuterio-2-(trideuteriomethyl)propan-2-yl]-5-hydroxyphenyl]-4-oxo-1H-quinoline-3-carboxamide